C(OCC=1OC(OC1C)=O)([O-])=O (5-methyl-2-oxo-1,3-dioxol-4-yl)methyl carbonate